ClC1=CC=C(C(=N1)C(=O)O)NC(C)C=1C=C(C=C2C(C=C(OC12)S(=O)CC)=O)C 6-Chloro-3-[1-(2-ethylsulfinyl-6-methyl-4-oxo-chromen-8-yl)ethylamino]pyridine-2-carboxylic Acid